C(CCCCCCCCCC=CCC=CCCCCC)O eicosa-11,14-dien-1-ol